CC(=CCC1=CC=CC=C1O)C The molecule is a member of the class of phenols that is phenol in which the hydrogen at position 2 is replaced by a polyprenyl group. It is a member of phenols, an olefinic compound and a polymer.